(1,2-diaminocyclohexane) (isocitrate) platinum (II) [Pt+2].C(C(O)C(C(=O)[O-])CC(=O)[O-])(=O)[O-].NC1C(CCCC1)N.C(C(O)C(C(=O)[O-])CC(=O)[O-])(=O)[O-].[Pt+2].[Pt+2]